(R)-cyclohexyl-((R)-5H-imidazo[5,1-a]isoindol-5-yl)methanol C1(CCCCC1)[C@@H](O)[C@@H]1N2C(C3=CC=CC=C13)=CN=C2